NCCOC(C)O 2-aminoethyloxyethanol